(3S)-4-amino-3-hydroxy-butyric acid NC[C@H](CC(=O)O)O